C([C@@H](C(=O)[O-])[NH3+])/C(=C/[O-])/C=C/C(=O)C(=O)O The molecule is an alpha-amino-acid anion that is the conjugate base of 5-(L-alanin-3-yl)-2-hydroxy-cis,cis-muconate 6-semialdehyde, having anionic carboxy gropus and a cationic amino group; major species at pH 7.3. It is a conjugate base of a 5-(L-alanin-3-yl)-2-hydroxy-cis,cis-muconate 6-semialdehyde.